C(C)NS(=O)(=O)C1=CC=CC(=C1)NC=1N(C=CN1)CC(C)C 2-(ethylsulfamoyl)-4-[(1-isobutyl-imidazol-2-yl)amino]Benzene